(S)-3-((3-(8-amino-4-methylpyrimido[5,4-d]pyrimidin-2-yl)phenyl)ethynyl)-3-hydroxy-1-methylpyrrolidin-2-one NC1=NC=NC2=C1N=C(N=C2C)C=2C=C(C=CC2)C#C[C@@]2(C(N(CC2)C)=O)O